C(C1(C([2H])([2H])[2H])[C@@H](CC[C@@H](C)[C@H]2CC[C@H]3[C@@H]4CC=C5C[C@@H](O)CC[C@]5(C)[C@H]4CC[C@]23C)O1)([2H])([2H])[2H] |&1:6| 24(R/S),25-epoxycholesterol-d6